COC1=C(C=C2N=C3CCCCC3=C(C2=C1)NC)COCCN1CCCC1 7-methoxy-N-methyl-6-{[2-(pyrrolidin-1-yl)ethoxy]methyl}-1,2,3,4-tetrahydroacridin-9-amine